N-{(5S)-8-Chloro-1-[trans-4-(pyridin-2-yloxy)cyclohexyl]-5,6-dihydro-4H-[1,2,4]triazolo[4,3-a][1]benzazepin-5-yl}cyclopropancarboxamid ClC=1C=CC2=C(C[C@@H](CC=3N2C(=NN3)[C@@H]3CC[C@H](CC3)OC3=NC=CC=C3)NC(=O)C3CC3)C1